cis-trans-propyl-dicyclohexyl-3,4,5-trifluorobenzene C(CC)C1=C(C(=C(C(=C1C1CCCCC1)F)F)F)C1CCCCC1